(R)-3-(4-bromo-3-fluorophenyl)butanoic acid BrC1=C(C=C(C=C1)[C@@H](CC(=O)O)C)F